C(CCCCCCCC)NC1=CC=CC=C1 nonylaniline